1-phenylsulfanyl-9,10-anthraquinone C1(=CC=CC=C1)SC1=CC=CC=2C(C3=CC=CC=C3C(C12)=O)=O